N-((S)-5-methyl-4-oxo-2,3,4,5-tetrahydrobenzo[b][1,4]oxazepin-3-yl)-5-(1,1,1-trifluoropropan-2-yl)-1H-pyrazolo[3,4-b]pyridine-3-carboxamide CN1C2=C(OC[C@@H](C1=O)NC(=O)C1=NNC3=NC=C(C=C31)C(C(F)(F)F)C)C=CC=C2